N-(2,2-difluoro-3-(4-fluorophenyl)-3-hydroxypropyl)-6-ethyl-2-fluorobenzamide FC(CNC(C1=C(C=CC=C1CC)F)=O)(C(O)C1=CC=C(C=C1)F)F